BrC=1C=C2C(OCC=3C=CC(=CC3C=3C=C(C(=C(NS(C(C1O)=C2)(=O)=O)C3)O)F)C#N)=O 13-bromo-20-fluoro-14,19-dihydroxy-10,16,16-trioxo-9-oxa-16λ6-thia-17-azatetracyclo[16.3.1.111,15.02,7]tricosa-1(22),2(7),3,5,11,13,15(23),18,20-nonaene-4-carbonitrile